3',6'-dibromo-6-(((2-(2-((6-chlorohexyl)oxy)ethoxy)ethyl)(methyl)amino)methyl)-3H-spiro[isobenzofuran-1,9'-xanthen]-3-one BrC=1C=CC=2C3(C4=CC=C(C=C4OC2C1)Br)OC(C1=CC=C(C=C13)CN(C)CCOCCOCCCCCCCl)=O